C1(CC1)S(=O)(=O)NC1=NC=CC(=N1)C1(CCN(CC1)C(=O)NC(C)C)C(=O)NC1=NC=C(C=C1)C1=NC(=CN=C1)OCC 4-(2-(cyclopropanesulfonamido)pyrimidin-4-yl)-N4-(5-(6-ethoxypyrazin-2-yl)pyridin-2-yl)-N1-isopropylpiperidine-1,4-dicarboxamide